7-(1-Butylcyclohexyl)-5-methoxy-3-butyl-2H-chromen-2-one C(CCC)C1(CCCCC1)C1=CC(=C2C=C(C(OC2=C1)=O)CCCC)OC